lanthanum-boron-zinc [Zn].[B].[La]